3-[3-(3,4-dihydroisoquinolin-2(1H)-ylsulfonyl)phenyl]-3-[4-(7H-pyrrolo[2,3-d]pyrimidin-4-yl)-1H-pyrazol-1-yl]propane-nitrile trifluoroacetate FC(C(=O)O)(F)F.C1N(CCC2=CC=CC=C12)S(=O)(=O)C=1C=C(C=CC1)C(CC#N)N1N=CC(=C1)C=1C2=C(N=CN1)NC=C2